sulfhydryl-iron S[Fe]